C1(=CC=C(C=C1)NC=1C=C(C(=CC1)C1=CC=CC=C1)C1=CC=CC=C1)C1=CC=C(C=C1)C1=CC=CC=C1 N-[1,1':4',1''-terphenyl]-4-yl[1,1':2',1''-terphenyl]-4'-amine